trimethylolpropane caprylate CCCCCCCC(=O)OCC(CC)(COC(=O)CCCCCCC)COC(=O)CCCCCCC